BrCCCCCCCC(=O)OCCCCCCCCCCCCC Tridecyl 8-bromooctanoate